1-(4-(tert-butyl)naphthalen-2-yl)-7-neopentylbenzo[4,5]thieno[2,3-c]pyridine-4-amine C(C)(C)(C)C1=CC(=CC2=CC=CC=C12)C1=NC=C(C2=C1SC1=C2C=CC(=C1)CC(C)(C)C)N